(5S)-9,9-dimethyl-8-oxo-2-{3-[4-(trifluoromethyl)phenyl]propanoyl}-2-azaspiro[4.5]dec-6-ene-7-carbonitrile CC1(C(C(=C[C@@]2(CCN(C2)C(CCC2=CC=C(C=C2)C(F)(F)F)=O)C1)C#N)=O)C